(R)-tert-butyl (1-(2-(4-methylpiperazin-1-yl)-7-nitroquinazolin-4-yl)pyrrolidin-3-yl)carbamate CN1CCN(CC1)C1=NC2=CC(=CC=C2C(=N1)N1C[C@@H](CC1)NC(OC(C)(C)C)=O)[N+](=O)[O-]